methyl 2-methoxy-4-(pyrazin-2-yl)benzoate COC1=C(C(=O)OC)C=CC(=C1)C1=NC=CN=C1